COC1=C(CNC2=NC=3C=NC(=CC3C3=C2COC3)C(=O)OC)C=CC(=C1)OC methyl 4-((2,4-dimethoxybenzyl)amino)-1,3-dihydrofuro[3,4-c][1,7]naphthyridine-8-carboxylate